C1(CC1)N1CCN(S1(=O)=O)C(=O)OCCCC butyl 5-cyclopropyl-1,2,5-thiadiazolidine-2-carboxylate 1,1-dioxide